1-(2-Chloro-6-fluoro-3-methyl-phenyl)eth-anone ClC1=C(C(=CC=C1C)F)C(C)=O